ClC1=NC(=C(C(=C1C#N)C1=NC=C(C=C1)OCCOC)C#N)SCC1=NC=CC=C1 2'-chloro-5-(2-methoxyethoxy)-6'-((pyridin-2-ylmethyl)thio)-[2,4'-bipyridine]-3',5'-dicarbonitrile